5-(2-(2,5-difluorophenyl)pyrrolidin-yl)pyrazolo[1,5-a]pyrimidine FC1=C(C=C(C=C1)F)C1N(CCC1)C1=NC=2N(C=C1)N=CC2